COC(C(CC=CC)CC)=O 2-ethyl-4-hexenoic acid methyl ester